(3-methyl-2-oxo-5-(4-(piperidin-4-ylmethyl)piperazin-1-yl)-2,3-dihydro-1H-benzo[d]imidazol-1-yl)piperidine-2,6-dione CN1C(N(C2=C1C=C(C=C2)N2CCN(CC2)CC2CCNCC2)N2C(CCCC2=O)=O)=O